acrylic acid (2-isocyanatoethyl)acrylate dodecyl-3-(3-dodecoxy-3-oxo-propyl)sulfanylpropanoate C(CCCCCCCCCCC)OC(CCSCCC(=O)OCCCCCCCCCCCC)=O.N(=C=O)CCOC(C=C)=O.C(C=C)(=O)O